BrC=1C=CC(=C(C1)C#CC=1C(=CC=NC1)OC)NS(=O)(=O)C=1C=CC(=C2C=CC=NC12)OC 5-{2-[5-Bromo-2-(5-methoxychinolin-8-sulfonamido)phenyl]ethynyl}-4-methoxypyridin